1-((2S,3R,4S)-4-azido-2-ethyl-3-methyl-6-(trifluoromethyl)-3,4-dihydroquinolin-1(2H)-yl)ethan-1-one N(=[N+]=[N-])[C@H]1[C@@H]([C@@H](N(C2=CC=C(C=C12)C(F)(F)F)C(C)=O)CC)C